NC=1SC(=C(N1)C=1C=C(C(=NC1)NC(=O)C1CC1)C)C N-(5-(2-amino-5-methylthiazol-4-yl)-3-methylpyridin-2-yl)cyclopropanecarboxamide